C(CCCCCCCCCCC)C1CCC(C=2C(=CC=CC12)N)CCCCCCCC 1-dodecyl-4-octyl-tetralin-5-amine